ClC=1C=NN(C1)C[C@H](C)C=1N(C=2C(=C3CC[C@@H](N(C3=CC2)C(=O)OC)C)N1)[C@H]1CS(CC1)(=O)=O methyl (S)-2-((S)-1-(4-chloro-1H-pyrazol-1-yl)propan-2-yl)-3-((R)-1,1-dioxidotetrahydrothiophen-3-yl)-7-methyl-3,7,8,9-tetrahydro-6H-imidazo[4,5-f]quinoline-6-carboxylate